C1(CCCCC1)C(C)OC1=C(C(=O)O)C=C(C(=C1)N1N=C(N(C1=O)C)[C@@H](C)N(CC1=CC=CC=C1)CC1=CC=CC=C1)F 2-(1-cyclohexylethoxy)-4-{3-[(1R)-1-(dibenzylamino)ethyl]-4-methyl-5-oxo-4,5-dihydro-1H-1,2,4-triazol-1-yl}-5-fluorobenzoic acid